CC=1N=C(C2=C(N1)N=C(C(=C2)C=2CCN(CC2)C(C)=O)C(F)(F)F)N[C@H](C)C2=C(C(=CC=C2)C(F)(F)F)C 1-{4-[2-methyl-4-({(1R)-1-[2-methyl-3-(trifluoromethyl)phenyl]ethyl}amino)-7-(trifluoromethyl)pyrido[2,3-d]pyrimidin-6-yl]-3,6-dihydropyridin-1(2H)-yl}ethan-1-one